6-(4-(4-fluorophenyl)-1H-imidazol-5-yl)imidazo[1,2-b]pyridazine-3-carbonitrile FC1=CC=C(C=C1)C=1N=CNC1C=1C=CC=2N(N1)C(=CN2)C#N